Butyl 3-((2-amino-4-(methoxycarbonyl)-5-methylphenyl)ethynyl)azetidine-1-carboxylate NC1=C(C=C(C(=C1)C(=O)OC)C)C#CC1CN(C1)C(=O)OCCCC